N1=C(C=CC=C1)CCC=1N=NC(=NN1)CCC1=NC=CC=C1 3,6-di(2-pyridylethyl)-1,2,4,5-tetrazine